(R)-5-(3-chloro-5-fluoro-2-((2-methyl-4-(1-methyl-1H-1,2,4-triazol-5-yl)quinolin-8-yloxy)methyl)phenyl)morpholin-3-one ClC=1C(=C(C=C(C1)F)[C@@H]1COCC(N1)=O)COC=1C=CC=C2C(=CC(=NC12)C)C1=NC=NN1C